(2S)-1-(2-{[1-(2,2-difluoroethyl)-1H-pyrazol-4-yl]sulfonyl}-2H,4H,5H,6H-pyrrolo[3,4-c]pyrazol-5-yl)-3-hydroxy-2-methyl-2-(pyridin-2-yl)propan-1-one FC(CN1N=CC(=C1)S(=O)(=O)N1N=C2C(=C1)CN(C2)C([C@](CO)(C2=NC=CC=C2)C)=O)F